tin (II) oxyhydroxide O(O)O.[Sn+2]